BrC(C(=O)OCCOC(C(C)Br)=O)C ethylene glycol bis(2-bromopropionate)